(2S,12R,12aS)-9-fluoro-1,2,3,5,6,11,12,12a-octahydro-2,12-methanopyrrolo[1',2':1,2]azepino[4,5-b]indole formic acid salt C(=O)O.FC1=CC=C2C3=C(NC2=C1)[C@H]1[C@H]2N(CC3)C[C@H](C2)C1